ClCC=1NC=2N(C(C1C=1C=C3C=CC=NC3=CC1)=O)N=C(C2C2=CC=CC=C2)C2=CC=CC=C2 5-(chloromethyl)-2,3-diphenyl-6-(quinolin-6-yl)pyrazolo[1,5-a]Pyrimidin-7(4H)-one